(R)-N-((5-iodopyridin-2-yl)methyl)-1-(pyrimidin-2-yl)ethan-1-amine IC=1C=CC(=NC1)CN[C@H](C)C1=NC=CC=N1